CC=1C=C2N(C3=CC=CC=C3NC2=O)C1 2-methylpyrrolo[1,2-a]quinoxalin-4(5H)-one